N-(7-chloro-6-(1-((3R,4R)-4-hydroxy-3-methyltetrahydrofuran-3-yl)piperidin-4-yl)isoquinolin-3-yl)-2-(pyrimidin-5-yl)cyclopropane-1-carboxamide ClC1=C(C=C2C=C(N=CC2=C1)NC(=O)C1C(C1)C=1C=NC=NC1)C1CCN(CC1)[C@@]1(COC[C@@H]1O)C